C(C)OC(=O)C=1N=C(SC1N1CCC(CC1)OCC1=CC=CC=C1)NC.CC=1N=C(NC1)CCCCCCCC Methyl-octyl-imidazole ethyl-5-[4-(benzyloxy)piperidin-1-yl]-2-(methylamino)-1,3-thiazole-4-carboxylate